BrC=1C=C(C=CC1)C(C(=O)NN)C1CCC1 2-(3-bromophenyl)-2-cyclobutyl-acetohydrazide